CC1(C(N(CC1)C(=O)OC(C)(C)C)=O)N1N=C(N=N1)C=1C(=NC=CC1)NC1=CC=C(C=C1)C(F)(F)F tert-butyl 3-methyl-2-oxo-3-[5-[2-[4-(trifluoromethyl)anilino]-3-pyridyl]tetrazol-2-yl]pyrrolidine-1-carboxylate